CN1N=C(C=C1)C=1C(=CC(=NC1)NC(C)=O)NC1=NC(=CC2=C1OCCO2)S(=O)(=O)C N-(5-(1-methyl-1H-pyrazol-3-yl)-4-((7-(methylsulfonyl)-2,3-dihydro-[1,4]dioxino[2,3-c]pyridin-5-yl)amino)pyridin-2-yl)acetamide